(E)-3-(2,3-dibromo-4,5-dihydroxyphenyl)-1-(4-ethoxyphenyl)-2-propen-1-one BrC1=C(C=C(C(=C1Br)O)O)/C=C/C(=O)C1=CC=C(C=C1)OCC